benzyl-1,4-dioxaspiro[4.5]decan-8-amine C(C1=CC=CC=C1)C1OC2(OC1)CCC(CC2)N